4-((2-methyl-5-(1H-pyrazol-4-yl)phenyl)sulfonyl)morpholine CC1=C(C=C(C=C1)C=1C=NNC1)S(=O)(=O)N1CCOCC1